ClC1=C2C(=NC=C1C=O)N(C=C2)COCC[Si](C)(C)C 4-chloro-1-{[2-(trimethylsilyl)ethoxy]methyl}-1H-pyrrolo[2,3-b]pyridine-5-carbaldehyde